C(C=C)(=O)OCCCCCCC=CC=CCC dodecane-7,9-dien-1-yl acrylate